OC(C)(C)C=1C=CC(=NC1)C=1C=NC(=CC1NC1=NC(=CC(=C1)COC)S(=O)(=O)C)NC(C)=O N-(5-(2-hydroxypropan-2-yl)-4'-((4-(methoxymethyl)-6-(methylsulfonyl)pyridin-2-yl)amino)-[2,3'-bipyridin]-6'-yl)acetamide